BrC1=CC(=C(C(=C1)F)C1(CC1)CC=O)F [1-(4-bromo-2,6-difluoro-phenyl)-cyclopropyl]-acetaldehyde